3-(methylthio)-1H-indol-4-yl-acetic acid-13C CSC1=CNC2=CC=CC(=C12)C[13C](=O)O